2-(2-bromophenyl)-N,N-diethyl-2-methylpropanamide BrC1=C(C=CC=C1)C(C(=O)N(CC)CC)(C)C